C(C)(C)C1=CN(C=2C1=NC(=CC2)CC2=C(C=C(N)C=C2C)C)S(=O)(=O)C2=CC=C(C=C2)C 4-[[3-isopropyl-1-(p-tolylsulfonyl)-pyrrolo[3,2-b]pyridin-5-yl]methyl]-3,5-dimethyl-aniline